N(C(=N)N)CCC[Si](OC)(OC)OC 3-(guanidinyl)propyltrimethoxysilane